ClC1=CC=C(C=C1)C1=NN2C(CN(CC2)C(\C=C\CN(C)C(C)C)=O)=C1C1=CC=NC=C1 (2E)-1-[2-(4-chlorophenyl)-3-(pyridin-4-yl)-6,7-dihydropyrazolo[1,5-a]pyrazin-5(4H)-yl]-4-[isopropyl(methyl)amino]but-2-en-1-one